C(CCCCC)C1CCCCC1 hexyl-cyclohexane